OC1N(CCNC1)C(=O)OC(C)(C)C tert-butyl 2-hydroxypiperazine-1-carboxylate